N-(3-(1H-benzo[d]imidazole-2-yl)-1H-pyrazol-5-yl)-3-chloro-4-methoxybenzamide N1C(=NC2=C1C=CC=C2)C2=NNC(=C2)NC(C2=CC(=C(C=C2)OC)Cl)=O